CC1=CC=C(O1)C=O 5-methylfuran-2-carbaldehyde